7-chlorotryptophan ClC1=C2NC=C(C[C@H](N)C(=O)O)C2=CC=C1